5-chloro-4-(3-phenylphenyl)-N-(4-piperidyl)pyrimidin-2-amine ClC=1C(=NC(=NC1)NC1CCNCC1)C1=CC(=CC=C1)C1=CC=CC=C1